((5-chloro-6-(2-methyloxazol-5-yl)-1-(phenyl-sulfonyl)-1H-indol-2-yl)methyl)acetamide ClC=1C=C2C=C(N(C2=CC1C1=CN=C(O1)C)S(=O)(=O)C1=CC=CC=C1)CCC(=O)N